C(C)[C@]1(C(OCC=2C(N3CC=4C(=NC=5C=C(C(=CC5C4CCCNC4CC4)C)F)C3=CC21)=O)=O)O (S)-4-ethyl-8-fluoro-4-hydroxy-11-(3-cyclopropylaminopropyl)-9-methyl-1,12-dihydro-14H-pyrano[3',4':6,7]indolizino[1,2-b]quinolin-3,14(4H)-dione